[1-hydroxy-7-[5-(trifluoromethyl)-1,2,4-oxadiazol-3-yl]-2,3,1-benzodiazaborinin-2-yl]-(5-methylthiazol-2-yl)methanone OB1N(N=CC2=C1C=C(C=C2)C2=NOC(=N2)C(F)(F)F)C(=O)C=2SC(=CN2)C